P1(=O)(OC2=C(C=C(C=C2C(C)(C)CC)C(C)(C)CC)CC2=C(C(=CC(=C2)C(C)(C)CC)C(C)(C)CC)O1)[O-].[Na+] sodium 2,2'-methylenebis(4,6-di-tert-amylphenyl) phosphate